COC1=CC=C(C2=CC=CC=C12)C=O 4-methoxy-1-naphthaldehyde